(3S,4S)-3-fluoromethyl-4-(3H-imidazo[1,2-a]pyrrolo[2,3-e]pyrazin-8-yl)-N-(2,2,2-trifluoroethyl)pyrrolidine-1-amide FC[C@@H]1CN(C[C@H]1C1=CN=C2N1C1=C(N=C2)NC=C1)C(=O)NCC(F)(F)F